(1R,4R)-N1-(1-isopropyl-1H-[1,2,3]triazolo[4,5-h]quinazolin-8-yl)-N4-(tetrahydro-2H-pyran-4-yl)cyclohexane-1,4-diamine C(C)(C)N1N=NC=2C=CC=3C=NC(=NC3C21)NC2CCC(CC2)NC2CCOCC2